3-((4-(4-methoxyphenyl)phthalazin-1-yl)amino)-1-methylcyclohexan-1-ol COC1=CC=C(C=C1)C1=NN=C(C2=CC=CC=C12)NC1CC(CCC1)(O)C